C(C)(C)(C)C=1N=CN(C1)C1=C(C(=O)OC)C=C(C=C1)[N+](=O)[O-] Methyl 2-(4-tert-butyl-1H-imidazol-1-yl)-5-nitrobenzoate